C(=O)(O)C1=CC=C(C=C1)C1=NC(=CC=C1)C1=CC=C(C=C1)C(=O)O 2,6-bis(4-carboxyphenyl)pyridine